FC1=COC2=C1C=CC(=C2)C(C(C)N)([2H])[2H] 1-(3-fluorobenzofuran-6-yl)propan-1,1-d2-2-amine